CN(C1=CC=C(C=C1)C1=CC=CC=C1)C N,N-dimethyl-[1,1'-biphenyl]-4-amine